CC1=NC(=CC(=N1)N1CC2(C1)CN(CC2)C2=CN=C1C(=N2)N(N=C1C)C1COC1)C 2-(2,6-dimethylpyrimidin-4-yl)-6-[3-methyl-1-(oxetan-3-yl)-1H-pyrazolo[3,4-b]pyrazin-6-yl]-2,6-diazaspiro[3.4]octane